3-ethynyl-5-methyl-1-tetrahydropyran-2-yl-pyrazole C(#C)C1=NN(C(=C1)C)C1OCCCC1